bis-(methacryloyloxyethyl) phosphate P(=O)(OCCOC(C(=C)C)=O)(OCCOC(C(=C)C)=O)[O-]